COC1=C(C=CC(=C1)CN1CCN(CC1)C)C=1N=CC(=NC1)N1C[C@@H](CC1)CC=1C(=NC=2N(C1C)N=C(N2)C)C (R)-6-((1-(5-(2-methoxy-4-((4-methylpiperazin-1-yl)methyl)phenyl)pyrazin-2-yl)pyrrolidin-3-yl)methyl)-2,5,7-trimethyl-[1,2,4]triazolo[1,5-a]pyrimidine